C(C1=CC=NC=C1)(=O)O.N1N=NN=C1C1=CC=NC=C1C(=O)O.N=1N=CNC1 4H-1,2,4-triazole 1H-tetrazolenicotinate isonicotinate